NC=1C(=C2C=CN(C2=CC1)C(=O)OC(C)(C)C)Br tertbutyl 5-amino-4-bromo-1H-indole-1-carboxylate